C(C)OC(=O)C1=NN(C=C1)CC1=C(C=C(C=C1)Cl)F 1-(4-chloro-2-fluorobenzyl)-1H-pyrazole-3-carboxylic acid ethyl ester